ClC1=C(C(=O)NC2=NC=CC(=C2)C(F)(F)F)C=CC=C1 2-chloro-N-(4-(trifluoromethyl)pyridin-2-yl)-benzamid